2,7-dimethyl-oxaheptyne CC(O)C#CCCCC